7-fluoro-3-(6-(((2R)-2-hydroxypentyl)oxy)-2H-1,3-benzodioxol-5-yl)-2,3-dihydro-1H-indol-2-one FC=1C=CC=C2C(C(NC12)=O)C1=CC2=C(OCO2)C=C1OC[C@@H](CCC)O